C(C1=CC=CC=C1)N1C(NC2=CC(=CC=C2C1=O)C(=O)NC)=O 3-benzyl-N-methyl-2,4-dioxo-1,2,3,4-tetrahydroquinazoline-7-carboxamide